C(C)(C)N(CCN1CCN(CC1)CC=1C=C(C=CC1O)NC(C)=O)C(C)C N-(3-((4-(2-(diisopropylamino)ethyl)piperazin-1-yl)methyl)-4-hydroxyphenyl)-acetamide